3-chloro-4-(trifluoromethoxy)phenyl isocyanate ClC=1C=C(C=CC1OC(F)(F)F)N=C=O